4-(1-((3,6-difluoro-4-oxo-4,5-dihydropyrrolo[1,2-a]quinoxalin-7-yl)methyl)-1,2,3,6-tetrahydropyridin-4-yl)-3-fluorobenzonitrile FC=1C=CN2C1C(NC1=C(C(=CC=C21)CN2CCC(=CC2)C2=C(C=C(C#N)C=C2)F)F)=O